C(C=C)N1N(C2=NC(=NC=C2C1=O)NC1=CC=C(C=C1)N1CCNCC1)C1=NC(=CC=C1)C(C)(C)O 2-allyl-1-(6-(2-hydroxypropan-2-yl)pyridin-2-yl)-6-((4-(piperazin-1-yl)phenyl)amino)-1,2-dihydro-3H-pyrazolo[3,4-d]pyrimidin-3-one